octyl-6-2-naphthylvinyl-anthracene C(CCCCCCC)C1=CC=CC2=CC3=CC(=CC=C3C=C12)C=CC1=CC2=CC=CC=C2C=C1